4-((6-methoxyquinazolin-2-yl)amino)-N-methyl-1H-pyrrole-2-carboxamide COC=1C=C2C=NC(=NC2=CC1)NC=1C=C(NC1)C(=O)NC